FC1=CC=C2C(N3C(C2=C1)=CN=C3)C3CCC=1C=CN=CC1C3O 7-(8-Fluoro-5H-imidazo[5,1-a]isoindol-5-yl)-5,6,7,8-tetrahydroisochinolin-8-ol